NC1=NC=C2N(C(N(C2=N1)[C@@H]1O[C@@H](C[C@H]1O)CO)=O)CC1(CC1)C(=O)O 1-((2-amino-9-((2R,3R,5S)-3-hydroxy-5-(hydroxymethyl)tetrahydrofuran-2-yl)-8-oxo-8,9-dihydro-7H-purin-7-yl)methyl)cyclopropane-1-carboxylic acid